ClC1=C(C=CC(=C1)F)C(=O)N1C[C@@H]2CC[C@H](C1)N2C=2C=C(C=C1C=CN(C21)C)S(=O)(=O)CC(C)(C)C (2-chloro-4-fluoro-phenyl)-[(1S,5R)-8-[5-(2,2-dimethylpropylsulfonyl)-1-methyl-indol-7-yl]-3,8-diazabicyclo[3.2.1]octan-3-yl]methanone